3-hydroxy-2-methyl-1-(4-((1-methylpiperidin-4-yl)methoxy)phenyl)pyridin-4(1H)-one hydrochloride Cl.OC1=C(N(C=CC1=O)C1=CC=C(C=C1)OCC1CCN(CC1)C)C